3,4-bis(phenoxy)-5-((phenoxy)methyl)dihydrofuran O(C1=CC=CC=C1)C1COC(=C1OC1=CC=CC=C1)COC1=CC=CC=C1